OC=1C=C(C=CC1)C=1C=NC=C(C(=O)N)C1 5-(3-hydroxy-phenyl)nicotinamide